(R)-3-Hydroxy-3-(3-(3-(2-(((1S,3S)-3-hydroxycyclopentyl)amino)pyrimidin-4-yl)phenyl)isoxazol-5-yl)-1-methylpyrrolidin-2-one O[C@@]1(C(N(CC1)C)=O)C1=CC(=NO1)C1=CC(=CC=C1)C1=NC(=NC=C1)N[C@@H]1C[C@H](CC1)O